methyl 2-[[4-[3-[(4-cyano-2-fluoro-phenyl)methoxy]pyrazol-1-yl]-1-piperidyl] methyl]-3-[[(2S)-tetrahydrofuran-2-yl]methyl]benzimidazole-5-carboxylate C(#N)C1=CC(=C(C=C1)COC1=NN(C=C1)C1CCN(CC1)CC=1N(C2=C(N1)C=CC(=C2)C(=O)OC)C[C@H]2OCCC2)F